5-Bromo-1-methyl-3-(pyridin-2-ylamino)pyridin-2(1H)-one BrC=1C=C(C(N(C1)C)=O)NC1=NC=CC=C1